1'-(4-methoxybenzyl)spiro[cyclohexane-1,3'-pyrrolo[2,3-b]pyridine]-2',4(1'H)-dione COC1=CC=C(CN2C(C3(C=4C2=NC=CC4)CCC(CC3)=O)=O)C=C1